2-((1-(methylsulfonyl)piperidin-4-yl)thio)benzonitrile CS(=O)(=O)N1CCC(CC1)SC1=C(C#N)C=CC=C1